C(C)(C)(C)OC(NCC(=O)N1CC2=C(C3=C(N=CN=C3N)N2C(C1)(C)C)C1=CC(=C(C=C1)OC1=NC=CC(=N1)C)F)=O (2-(4-amino-5-(3-fluoro-4-((4-methylpyrimidin-2-yl)oxy)phenyl)-9,9-dimethyl-8,9-dihydropyrazino[1',2':1,5]pyrrolo[2,3-d]pyrimidin-7(6H)-yl)-2-oxoethyl)carbamic acid tert-butyl ester